(4aR,8aS)-6-[rel-(1R,4S,6R)-6-[[2-fluoro-4-(trifluoromethyl)phenyl]methoxy]-2-azabicyclo[2.2.1]heptane-2-carbonyl]-4,4a,5,7,8,8a-hexahydropyrido[4,3-b][1,4]oxazin-3-one FC1=C(C=CC(=C1)C(F)(F)F)CO[C@@H]1C[C@H]2CN([C@@H]1C2)C(=O)N2C[C@@H]1[C@@H](OCC(N1)=O)CC2 |o1:13,15,18|